C(C)C(CN1C(=C(C(C=C1)=O)OCC1=CC=C(C=C1)OC)C(C)=O)CCCC N-(2-ethylhexyl)-2-acetyl-3-(4-methoxybenzyloxy)-pyridin-4-one